mesitoyl chloride C1(=C(C(=CC(=C1)C)C)C(=O)Cl)C